N-[3-chloro-4-[[1-[2-(4,4-dimethylpiperazin-4-ium-1-yl)-2-oxo-ethyl]pyrazol-4-yl]methylcarbamoyl]phenyl]-5-(2,3-difluoro-4-methoxy-phenyl)-1-methyl-imidazole-2-carboxamide ClC=1C=C(C=CC1C(NCC=1C=NN(C1)CC(=O)N1CC[N+](CC1)(C)C)=O)NC(=O)C=1N(C(=CN1)C1=C(C(=C(C=C1)OC)F)F)C